O1CC(C1)N1N=CC=2C1=NC(=CN2)N2C[C@H]1[C@H](CC2)CN(C1)C1=NC=CC(=C1)C(F)(F)F [(3aR,7aS)-5-[1-(oxetan-3-yl)-1H-pyrazolo[3,4-b]pyrazin-6-yl]-octahydro-1H-pyrrolo[3,4-c]pyridin-2-yl]-4-(trifluoromethyl)pyridine